N-{(1S)-1-cyano-2-[(3S)-2-oxopyrrolidin-3-yl]ethyl}-N2-[(1-ethyl-4-methyl-1H-pyrazol-5-yl)carbonyl]-4-methyl-L-leucinamide C(#N)[C@H](C[C@H]1C(NCC1)=O)NC([C@@H](NC(=O)C1=C(C=NN1CC)C)CC(C)(C)C)=O